6-((1-ethyl-1H-1,2,3-triazol-4-yl)amino)-4-((5-fluoro-2-methoxy-3-(pyrimidin-2-yl)phenyl)amino)-N-(methyl-d3)pyridazine-3-carboxamide C(C)N1N=NC(=C1)NC1=CC(=C(N=N1)C(=O)NC([2H])([2H])[2H])NC1=C(C(=CC(=C1)F)C1=NC=CC=N1)OC